C1=CC=C(C=C1)NOC2=CC=CC=C2 phenoxyaniline